Cl.COC1(C(CNCC1)C)C 4-methoxy-3,4-dimethylpiperidine hydrochloride